FC=1C(=C(C=CC1F)[C@H]1[C@@H](O[C@@]([C@H]1C)(C)C(F)F)C(=O)NC1=CC(=NC=C1)C(=O)N)OC (2R,3S,4S,5R)-4-[[3-(3,4-Difluoro-2-methoxy-phenyl)-5-(difluoromethyl)-4,5-dimethyl-tetrahydrofuran-2-carbonyl]amino]pyridin-2-carboxamid